4,4'-methylenebis(2-bromo-6-methylphenol) sodium hydroxide [OH-].[Na+].C(C1=CC(=C(C(=C1)C)O)Br)C1=CC(=C(C(=C1)C)O)Br